ClC1=CC=C(C=C1)[C@H]1N(C(OC1)=O)C(C[C@@H]1CN(CC1)C(=O)OC(C)(C)C)=O tert-Butyl (3R)-3-[2-[(4R)-4-(4-chlorophenyl)-2-oxo-oxazolidin-3-yl]-2-oxo-ethyl]pyrrolidine-1-carboxylate